tert-butyl (1R,3R,5S)-3-[(6-{5-fluoro-4-[1-(oxan-2-yl) pyrazol-4-yl]-1,3-benzothiazol-7-yl} pyridazin-3-yl) oxy]-8-azabicyclo[3.2.1]octane-8-carboxylate FC=1C=C(C2=C(N=CS2)C1C=1C=NN(C1)C1OCCCC1)C1=CC=C(N=N1)OC1C[C@H]2CC[C@@H](C1)N2C(=O)OC(C)(C)C